CC(C)[C@@H](C)C=C[C@@H](C)[C@H]1CC[C@H]2[C@@H]3CC(C4CC=CC[C@]4(C)[C@H]3CC[C@]12C)=O ergosta-2,22-dien-6-one